(3S,6E,10S)-6,10-dimethyl-3-isopropylcyclodecan-6-ene C/C=1/CC[C@H](CC[C@@H](CC/C1)C)C(C)C